tert-butyl (3R,4S)-3-(5-(4-amino-5-((4,4-difluoropiperidin-1-yl)methyl)pyrrolo[2,1-f][1,2,4]triazin-7-yl)-4-fluoro-2-methoxybenzamido)-4-fluoropyrrolidine-1-carboxylate NC1=NC=NN2C1=C(C=C2C=2C(=CC(=C(C(=O)N[C@@H]1CN(C[C@@H]1F)C(=O)OC(C)(C)C)C2)OC)F)CN2CCC(CC2)(F)F